5-(4-amino-5-(trifluoromethyl)pyrrolo[2,1-f][1,2,4]triazin-7-yl)-N-((3R,4S)-4-fluoro-1-(2-hydroxy-2-(trifluoromethyl)butyl)pyrrolidin-3-yl)-2-methoxynicotinamide NC1=NC=NN2C1=C(C=C2C=2C=NC(=C(C(=O)N[C@@H]1CN(C[C@@H]1F)CC(CC)(C(F)(F)F)O)C2)OC)C(F)(F)F